(5S)-5-[[[6-[2-Chloro-3-[3-chloro-2-[1-methyl-3-(methylaminomethyl)indol-6-yl]-4-pyridyl]phenyl]-2-methoxy-3-pyridyl]methylamino]methyl]pyrrolidin-2-one ClC1=C(C=CC=C1C1=C(C(=NC=C1)C1=CC=C2C(=CN(C2=C1)C)CNC)Cl)C1=CC=C(C(=N1)OC)CNC[C@@H]1CCC(N1)=O